1H-1,2,4-triazol-5-yl-thiocyanat N1N=CN=C1SC#N